C(C)(C)C1=CC(=NN1)NC1=NC(=CN=C1)O[C@@H](C)C1=CC=CC=C1 (S)-N-(5-Isopropyl-1H-pyrazol-3-yl)-6-(1-phenylethoxy)pyrazin-2-amine